FC1=CC=C(C=C1)C=1C=C2C(=C(C(N(C2=NC1)CCN1CCOCC1)=O)C(=O)NC12CC(C1)(C2)C)O 6-(4-fluorophenyl)-4-hydroxy-N-(3-methylbicyclo[1.1.1]pent-1-yl)-1-(2-morpholinoethyl)-2-oxo-1,2-dihydro-1,8-naphthyridine-3-carboxamide